(S)-N-((S)-(3-chloro-4-fluorophenyl)(5-chloro-6-(trifluoromethyl)pyridin-2-yl)methyl)-2-oxoimidazolidine-4-carboxamide ClC=1C=C(C=CC1F)[C@H](NC(=O)[C@H]1NC(NC1)=O)C1=NC(=C(C=C1)Cl)C(F)(F)F